N1(CCCCC1)CCCC(=O)O 4-(1-piperidinyl)butanoic acid